ethyl (S)-2-aminopropionate N[C@H](C(=O)OCC)C